C(CCCCCCCCCCC)(=O)OCCCCNC(CCC(C(=O)NCCCCOC(CCCCCCCCCCC)=O)NC(C(CCCNC(=O)OC(C)(C)C)NC(=O)OC(C)(C)C)=O)=O 4-[[4-[2,5-bis(tert-butoxycarbonylamino)pentanoylamino]-5-(4-dodecanoyloxybutylamino)-5-oxo-pentanoyl]amino]butyl dodecanoate